N[C@H]1CS(C2=C(N(C1=O)CC1=CC=C(C=C1)Cl)C=C(C(=C2)F)C=2OC(=NN2)C2(CCOCC2)C)(=O)=O (3R)-3-amino-5-[(4-chlorophenyl)methyl]-8-fluoro-7-[5-(4-methyltetrahydropyran-4-yl)-1,3,4-oxadiazol-2-yl]-1,1-dioxo-2,3-dihydro-1λ6,5-benzothiazepin-4-one